ClC1=C(C(=CC=C1Cl)O)[C@@H]1CC(N(C1)C1CC(C1)(CO)O)=O (4S)-4-(2,3-dichloro-6-hydroxyphenyl)-1-[3-hydroxy-3-(hydroxymethyl)cyclobutyl]Pyrrolidin-2-one